N-(1-(1H-indol-3-yl)hexan-2-yl)-6-(3-hydroxyl-3-methylazetidin-1-yl)benzo[b]thiophene-2-carboxamide N1C=C(C2=CC=CC=C12)CC(CCCC)NC(=O)C1=CC2=C(S1)C=C(C=C2)N2CC(C2)(C)O